(thiophen-2-yl)-nicotinamide S1C(=CC=C1)C1=C(C(=O)N)C=CC=N1